ClC1=CC=C(C(=N1)C(=O)O)N[C@H](C)C1=C2N=C(C(=NC2=CC(=C1)C)C#N)NCC1(C(C1)(F)F)C 6-chloro-3-(((1R)-1-(2-cyano-3-(((2,2-difluoro-1-methylcyclopropyl)methyl)amino)-7-methylquinoxalin-5-yl)ethyl)amino)picolinic acid